C(=O)C1=C(C=C(C=C1)S(=O)(=O)O)S(=O)(=O)O 4-formylbenzene-1,3-disulfonic acid